CN1CC2CCC(C1)N2C(=O)C=2C=C1C(=NC2)NC=C1C1=CC=2N(C=C1)N=CC2C(=O)N[C@@H](C(F)(F)F)C 5-(5-(3-methyl-3,8-diazabicyclo[3.2.1]octane-8-carbonyl)-1H-pyrrolo[2,3-b]pyridin-3-yl)-N-((R)-1,1,1-trifluoropropan-2-yl)pyrazolo[1,5-a]pyridine-3-carboxamide